FC(C1(CC(=NO1)CNC(=O)C1=NC=CC2=CC=CC=C12)C(=O)OCC)C1=CC=CC=C1 Ethyl 5-(fluoro(phenyl)methyl)-3-((isoquinoline-1-carboxamido)methyl)-4,5-dihydroisoxazole-5-carboxylate